CC=1C=C(C=CC1)SCC=O 2-[(3-METHYLPHENYL)SULFANYL]ACETALDEHYDE